2-(4-amino-2-chlorophenyl)-1,1,1,3,3,3-hexafluoropropan-2-ol NC1=CC(=C(C=C1)C(C(F)(F)F)(C(F)(F)F)O)Cl